BrC=1C=C(C=NC1)N1C[C@H](CCC1)C(=O)O (3S)-1-(5-bromo-3-pyridyl)piperidine-3-carboxylic acid